cis-N-(4-bromopyridin-2-yl)-2-fluorocyclopropane-1-carboxamide BrC1=CC(=NC=C1)NC(=O)[C@H]1[C@H](C1)F